C(OCC(NCC1=C(C=C(C=C1)F)F)C1=NC=CC=C1)([O-])=O 2-pyridyl-N-(2,4-difluorobenzyl)aminoethyl carbonate